2-isopropyl-1-(3-(2-methoxypyridin-4-yl)propyl)-1H-pyrrole-3-carboxylic acid C(C)(C)C=1N(C=CC1C(=O)O)CCCC1=CC(=NC=C1)OC